ClC=1C=C(C=CC1)[C@H](CO)NC(=O)C=1N=CN(C1)C1=NC(=NC=C1C)NC1CCOCC1 (R)-N-(1-(3-chlorophenyl)-2-hydroxyethyl)-1-(5-methyl-2-((tetrahydro-2H-pyran-4-yl)amino)pyrimidin-4-yl)-1H-imidazole-4-carboxamide